C(C)C1C=C(CN1)C=1C(=C(C(=CC1)O)N1CC(NS1(=O)=O)=O)F 5-(3-(5-ethyl-2,5-dihydro-1H-pyrrol-3-yl)-2-fluoro-6-hydroxyphenyl)-1,2,5-thiadiazolidin-3-one 1,1-dioxide